C(C)N1N=C(C(=C1)C1=C(C=CC=C1)[C@H]1C2=C(CN(C1)C(\C=C\[C@H](C)NC)=O)SC(=C2)C#N)C(F)(F)F (S)-4-(2-(1-Ethyl-3-(trifluoromethyl)-1H-pyrazol-4-yl)phenyl)-6-((S,E)-4-(methylamino)pent-2-enoyl)-4,5,6,7-tetrahydrothieno[2,3-c]pyridine-2-carbonitrile